OC1=C(C=CC(=C1)O)C1=NC(=NC(=N1)C1=C(C=C(C=C1)C)C)C1=C(C=C(C=C1)C)C 2-(2',4'-dihydroxyphenyl)-4,6-bis(2',4'-dimethylphenyl)-1,3,5-triazine